C1(CC1)N1CCN(CC1)C1CN(C1)C1=C(C=C(C(=C1)OC)NC1=NC=NC(=C1)N1OCC[C@@H]1C1=CC(=CC(=C1)F)F)NC(C=C)=O N-(2-(3-(4-cyclopropylpiperazine-1-yl)azetidine-1-yl)-5-((6-((R)-3-(3,5-difluorophenyl)isoxazolidine-2-yl)pyrimidine-4-yl)amino)-4-methoxyphenyl)acrylamide